C1(=CC=C(C=C1)N1C2=CC=CC=C2C=2C=C(C=CC12)Br)C1=CC=CC=C1 9-([1,1'-Biphenyl]-4-yl)-3-bromo-9H-carbazole